Cl.Cl.ClC1=C(C=CC=C1)[C@@]1([C@@H](CCCC1)NCCCC1=CC=C(C=C1)F)NC Trans-(1S,2R)-1-(2-chlorophenyl)-N2-[3-(4-fluorophenyl)propyl]-N1-methylcyclohexane-1,2-diamine dihydrochloride